CC=1C(=CC(=C(C1)NC=1N=C(C2=C(N1)NC=C2)NC=2C=NC1=CC=CC=C1C2[PH2]=O)OCC(F)(F)F)N2CCC(CC2)N2CCN(CC2)C (3-((2-((5-methyl-4-(4-(4-methylpiperazin-1-yl)piperidin-1-yl)-2-(2,2,2-trifluoroethoxy)phenyl)amino)-7H-pyrrolo[2,3-d]pyrimidin-4-yl)amino)quinolin-4-yl)phosphine oxide